5-(3-hydroxyprop-1-yn-1-yl)picolinate OCC#CC=1C=CC(=NC1)C(=O)[O-]